ClC1=CN=CC(=N1)C(=O)N(O)CC1=CC=C(C=C1)NC1=CC=C(C=C1)N1CCC(CC1)(F)F 6-Chloro-N-(4-((4-(4,4-difluoropiperidin-1-yl)phenyl)amino)benzyl)-N-hydroxypyrazine-2-carboxamide